8-[(1R)-1-[(2,6-Dimethyl-3-pyridyl)amino]ethyl]-3,6-dimethyl-2-(3-pyridyl)chromen-4-one CC1=NC(=CC=C1N[C@H](C)C=1C=C(C=C2C(C(=C(OC12)C=1C=NC=CC1)C)=O)C)C